racemic-N-(1,3-dimethylpyrazol-4-yl)sulfonyl-2-(2,2-dimethyl-4-trimethylsilyl-pyrrolidin-1-yl)-6-[3-(3,3,3-trifluoro-2,2-dimethyl-propoxy)pyrazol-1-yl]pyridine-3-carboxamide CN1N=C(C(=C1)S(=O)(=O)NC(=O)C=1C(=NC(=CC1)N1N=C(C=C1)OCC(C(F)(F)F)(C)C)N1C(C[C@H](C1)[Si](C)(C)C)(C)C)C |r|